3-hydroxy-4-hydroxyphenol OC=1C=C(C=CC1O)O